(4-((1-(2-(2-(2-(2,5-dioxo-2,5-dihydro-1H-pyrrol-1-yl)ethoxy)ethoxy)ethyl)-2,5-dioxopyrrolidin-3-yl)thio)-4-methylpentanoyl)-N-methyl-L-alaninate O=C1N(C(C=C1)=O)CCOCCOCCN1C(C(CC1=O)SC(CCC(=O)OC([C@@H](NC)C)=O)(C)C)=O